3-bromo-9-(naphthalene-2-yl)-carbazole BrC=1C=CC=2N(C3=CC=CC=C3C2C1)C1=CC2=CC=CC=C2C=C1